2-(5-(difluoromethyl)-3-(3-(1-(o-tolyl)cyclopropyl)-1,2,4-oxadiazol-5-yl)-1H-pyrazol-1-yl)-1-morpholinoethan-1-one FC(C1=CC(=NN1CC(=O)N1CCOCC1)C1=NC(=NO1)C1(CC1)C1=C(C=CC=C1)C)F